COC(CCS(=O)[O-])=O.[Na+] sodium 3-methoxy-3-oxo-propane-1-sulfinate